[C@@H]12NC([C@@H](C=C1)C2)=O (1S,4R)-2-azabicyclo[2.2.1]Hept-5-en-3-one